5-(2,4-dimethyl-1,2,3,4-tetrahydroisoquinolin-7-yl)-3-((1-(2-ethyl-2-azaspiro[3.3]hept-6-yl)-1H-pyrazol-4-yl)oxy)pyrazin-2-amine CN1CC2=CC(=CC=C2C(C1)C)C=1N=C(C(=NC1)N)OC=1C=NN(C1)C1CC2(CN(C2)CC)C1